2-(4-{3-[4-(5-benzylpyrimidin-2-yl)piperazin-1-yl]pyrazolo[1,5-a]pyridin-6-yl}-1H-pyrazol-1-yl)-N,N-dimethylethanamine C(C1=CC=CC=C1)C=1C=NC(=NC1)N1CCN(CC1)C=1C=NN2C1C=CC(=C2)C=2C=NN(C2)CCN(C)C